N1(CCOCC1)CC1=CC=C(COC2=C3CN(C(C3=CC=C2)=O)C2C(NC(CC2)=O)=O)C=C1 3-[4-(4-morpholin-4-ylmethylbenzyloxy)-1-oxo-1,3-dihydro-isoindol-2-yl]piperidine-2,6-dione